(6-(4-((S)-1-(2,3-dihydrobenzofuran-6-yl)ethyl)piperazin-1-yl)pyridin-3-yl)(imino)(methyl)-λ6-sulfanone O1CCC2=C1C=C(C=C2)[C@H](C)N2CCN(CC2)C2=CC=C(C=N2)S(=O)(C)=N